4-(2,4,6-trioxohexahydropyrimidin-5-yl)benzoic acid O=C1NC(C(C(N1)=O)C1=CC=C(C(=O)O)C=C1)=O